CN(CCCN(CCCN(C)C)CC(C)O)C [bis[3-(dimethylamino)propyl]amino]-2-propanol